N-(1-(3,4-dichlorophenyl)-2-(methylamino)ethyl)-4-(trifluoromethoxy)benzenesulfonamide ClC=1C=C(C=CC1Cl)C(CNC)NS(=O)(=O)C1=CC=C(C=C1)OC(F)(F)F